OC1=C(C2=C(N(C1=O)CC=1N=C(SC1)C)C=CS2)C(=O)O 6-hydroxy-4-[(2-methylthiazol-4-yl)methyl]-5-oxo-4,5-dihydrothieno[3,2-b]pyridine-7-carboxylic acid